C(C)(C)(C)N(C(=O)OC1(CCNCC1)CCN(C)C)C1CC(C1)N1N=CC(=C1)C1=CC=C(C=C1)C(C)(C)C1=CC(=C(C(=C1)C#N)OCCCl)Cl 4-(2-(dimethylamino)ethyl)piperidin-4-ol tert-butyl-((1r,3r)-3-(4-(4-(2-(3-chloro-4-(2-chloroethoxy)-5-cyanophenyl)propan-2-yl)phenyl)-1H-pyrazol-1-yl)cyclobutyl)carbamate